((1R,5R,6R)-2,2-difluorobicyclo[3.1.0]hexan-6-yl)methylamine FC1([C@H]2[C@@H]([C@H]2CC1)CN)F